3,7-dihydro-3-methyl-7-(2-butynyl)-1H-purine CN1CNC=C2N(CN=C12)CC#CC